ClC1=C(C=C(C=C1)N1CC(C2=NC(=CC=C21)C(=O)N2C(CN(CC2)C2=CC=C(C=N2)C(C(=O)OC)(C)C)(C)C)(C)C)F methyl 2-(6-(4-(1-(4-chloro-3-fluorophenyl)-3,3-dimethyl-2,3-dihydro-1H-pyrrolo[3,2-b]pyridine-5-carbonyl)-3,3-dimethylpiperazin-1-yl) pyridin-3-yl)-2-methylpropionate